dodecyl-methyl-imidazole methyl-(2S)-2-[(2S)-2-{[(tert-butoxy)carbonyl]amino}-4-methylpentanamido]-3-[(3S)-2-oxopyrrolidin-3-yl]propanoate COC([C@H](C[C@H]1C(NCC1)=O)NC([C@H](CC(C)C)NC(=O)OC(C)(C)C)=O)=O.C(CCCCCCCCCCC)C=1N=C(NC1)C